Methyl 5-bromo-1H-pyrazolo[3,4-b]pyridine-6-carboxylate BrC=1C=C2C(=NC1C(=O)OC)NN=C2